C1(CC1)NC1=NC=CC(=N1)O[C@@H]1CN(CC1)C(C(=O)NC=1C=CC=C2C(=CNC12)C1=NC(=NC=C1C)NC1=NN(C(=C1)C)C)=O (S)-2-(3-((2-(cyclopropylamino)pyrimidin-4-yl)oxy)pyrrolidin-1-yl)-N-(3-(2-((1,5-dimethyl-1H-pyrazol-3-yl)amino)-5-methylpyrimidin-4-yl)-1H-indol-7-yl)-2-oxoacetamide